phenyl-(3-phenylphenyl)phosphorus oxide C1(=CC=CC=C1)[P](C1=CC(=CC=C1)C1=CC=CC=C1)=O